CNCC[C@H](OC1=CC=C(CN2C(C=3N(CCC2)N=CC3)=O)C=C1)C=1SC=CC1 (S)-5-(4-(3-(methylamino)-1-(thiophen-2-yl)propoxy)benzyl)-5,6,7,8-tetrahydro-4H-pyrazolo[1,5-a][1,4]diazepin-4-one